5-(dimethylamino)-4-(4-methylbenzoyl)-3-(p-tolylmethyl)furan-2(5H)-one CN(C1C(=C(C(O1)=O)CC1=CC=C(C=C1)C)C(C1=CC=C(C=C1)C)=O)C